BrC1=C(C=C(C=C1Br)Cl)N(C1=CC=C(C=C1)C(C)(C)C)C1=CC=C(C=C1)C(C)(C)C 2,3-dibromo-5-chloro-N,N-bis[4-(1,1-dimethylethyl)phenyl]benzenamine